C(C)(C)(C)OC(=O)N[C@H](C(=O)O)CCS(=O)(=N)CCC1(CC1)O (2S)-2-((tert-butoxycarbonyl)amino)-4-(2-(1-hydroxycyclopropyl)ethylsulfonimidoyl)butanoic acid